(1-propylhexyl)phosphinic acid C(CC)C(CCCCC)P(O)=O